3-(2-chloro-4-(4-((5-cyclopropyl-3-(2,6-dichlorophenyl)isoxazol-4-yl)methoxy)piperidin-1-yl)phenyl)-1-methyl-1H-pyrazole-5-carboxylic acid ClC1=C(C=CC(=C1)N1CCC(CC1)OCC=1C(=NOC1C1CC1)C1=C(C=CC=C1Cl)Cl)C1=NN(C(=C1)C(=O)O)C